4-(4-((1R,5S)-3,8-diazabicyclo[3.2.1]octan-3-yl)-2-((8,9-dihydro-5H-pyrido[2,3-a]pyrrolizin-9a(7H)-yl)methoxy)-8-fluoropyrido[4,3-d]pyrimidin-7-yl)-5-ethynylnaphthalen-2-ol [C@H]12CN(C[C@H](CC1)N2)C=2C1=C(N=C(N2)OCC23CCCN3CC3=C2N=CC=C3)C(=C(N=C1)C1=CC(=CC3=CC=CC(=C13)C#C)O)F